4-(2,6-dimethylpyridin-3-yl)-[1,1'-biphenyl]-3-ol CC1=NC(=CC=C1C1=C(C=C(C=C1)C1=CC=CC=C1)O)C